CC1=CC=CC(=N1)C=1N=C2N(C1C1=CC(=NC=C1)C1=NC3=C(N1)CN(C3)C3N(CCOC3)C(=O)N3C(COCC3)N3CC=1NC(=NC1C3)C3=NC=CC(=C3)C3=C(N=C1N3CCC1)C1=NC(=CC=C1)C)CCC2 (2-(4-(2-(6-Methylpyridin-2-yl)-6,7-dihydro-5H-pyrrolo[1,2-a]imidazol-3-yl)pyridin-2-yl)-4,6-dihydropyrrolo[3,4-d]imidazol-5(1H)-yl)(morpholinyl)ketone